BrC=1N=C2N(C(=NC(=C2)C)C)C1 2-bromo-5,7-dimethyl-imidazo[1,2-c]pyrimidine